C1(CC1)N1N=CC(=C1)NC1=NC=2C=C(C(=C(C2C=N1)N)F)C1=C(C2=C(OCCN2)N=C1)C N~2~-(1-cyclopropyl-1H-pyrazol-4-yl)-6-fluoro-7-(8-methyl-2,3-dihydro-1H-pyrido[2,3-b][1,4]oxazin-7-yl)quinazoline-2,5-diamine